CN1CCC2(CC(=NO2)C(=O)N[C@@H](CCCCCC(CC)=O)C=2NC(=CN2)C2=CC=CC=C2)CC1 (S)-8-Methyl-N-(7-oxo-1-(5-phenyl-1H-imidazol-2-yl)nonyl)-1-oxa-2,8-diazaspiro[4.5]dec-2-en-3-carboxamid